1-(5,6,7,8-tetrahydro-3,5,5,6,8,8-hexamethyl-2-naphthyl)ethanone CC=1C(=CC=2C(CC(C(C2C1)(C)C)C)(C)C)C(C)=O